[1,3]Dioxane-4-ol O1COC(CC1)O